C(C)N1C2=C([C@H]([C@H](C1=O)NC(C1=CC(=CC=C1)C(F)(F)F)=O)C1=CC=C(C=C1)F)C(=NN2C2=CC=CC=C2)C#C |r| rac-N-((4R,5R)-7-ethyl-3-ethynyl-4-(4-fluorophenyl)-6-oxo-1-phenyl-4,5,6,7-tetrahydro-1H-pyrazolo[3,4-b]pyridin-5-yl)-3-(trifluoromethyl)benzamide